N1=C2C(=NC=C1)[N-][N+]=1N2C=CN1 triazolo[1',2':1,2][1,2,3]triazolo[4,5-b]pyrazin-6-ium-5-ide